(R)-3-(((R)-2,3-Dihydro-1H-Inden-1-Yl)Amino)-5-(3-Iodophenyl)-1-(4-(Trifluoromethyl)Phenyl)-1,5-Dihydro-2H-Pyrrol-2-One [C@H]1(CCC2=CC=CC=C12)NC=1C(N([C@H](C1)C1=CC(=CC=C1)I)C1=CC=C(C=C1)C(F)(F)F)=O